ClC1=C2C(N(C=NC2=C(C=C1)N(C)C1CC2(CN(C2)CCCC2=CC=3N(C=C2F)C=NN3)C1)C)=O 5-chloro-8-((2-(3-(6-fluoro-[1,2,4]triazolo[4,3-a]pyridin-7-yl)propyl)-2-azaspiro[3.3]heptan-6-yl)(methyl)amino)-3-methylquinazolin-4(3H)-one